1,2,3,4-tetrahydroquinoline-1-carbonyl chloride N1(CCCC2=CC=CC=C12)C(=O)Cl